CC1=C(C(=CC(=C1)C)C)P(C1=C(C=C(C=C1C)C)C)Cl bis(2,4,6-trimethylphenyl)phosphorus chloride